NC1=CC=C(C=C1)C=1C(N(N=CC1)C)=O 4-aminophenyl-2-methylpyridazine-3(2H)-one